3-(7-methyl-6-(phenylsulfonyl)-4,5,6,7-tetrahydrothieno[2,3-c]pyridin-2-yl)-5-(trifluoromethyl)-1,2,4-oxadiazole CC1N(CCC2=C1SC(=C2)C2=NOC(=N2)C(F)(F)F)S(=O)(=O)C2=CC=CC=C2